C(C)(C)N1CN=C(C=C1)N[C@@H](C)C1=CC=2CCCCC2C=C1 (S)-3-Isopropyl-6-((1-(5,6,7,8-tetrahydronaphthalen-2-yl)ethyl)amino)pyrimidine